CN1C(N(C2=C1C=C(C=C2)CCCCCN2C(CNCC2)=O)C2CNCCC2)=O 3-[3-methyl-2-oxo-5-[5-(2-oxopiperazin-1-yl)pentyl]Benzimidazol-1-yl]Piperidine